pentamethyl-cyclopentadiene iridium chloride [Ir](Cl)(Cl)Cl.CC1C(=C(C(=C1C)C)C)C